2-(phosphonomethyl)glutaric acid P(=O)(O)(O)CC(C(=O)O)CCC(=O)O